1,3-bis(2-ethoxy-2-oxoethyl)-4-methyl-1H-imidazol-3-ium C(C)OC(CN1C=[N+](C(=C1)C)CC(OCC)=O)=O